COCCOCCN(CCOCCOC)CCOCCOC tris-(2-methoxyethoxyethyl)amine